methyl 5-amino-2-methoxyisonicotinate NC1=CN=C(C=C1C(=O)OC)OC